N(=C=O)C(C)(C)C1=CC(=CC=C1)C(C)(C)N=C=O 1,3-bis(2-isocyanato-propan-2-yl)benzene